ClC1=C(C=CC=C1NC(=O)OC1=CC=CC=C1)B(O)O [2-chloro-3-(phenoxycarbonylamino)phenyl]boronic acid